Butyl (3aR,5s,6aS)-5-((chlorosulfonyl)methyl)hexahydrocyclopenta[c]pyrrole-2(1H)-carboxylate ClS(=O)(=O)CC1C[C@@H]2[C@@H](CN(C2)C(=O)OCCCC)C1